C(C1=CC=CC=C1)N1C(C(N(C2=CC=CC=C12)CC1=CC=CC=C1)C(F)F)=O 1,4-dibenzyl-3-(difluoromethyl)-3,4-dihydroquinoxalin-2(1H)-one